NC1=NC=NN2C1=NC=C2C=2C=C(C=CC2C)S(=O)(=O)N[C@@H]2CC[C@@H](CC2)O 3-(4-Aminoimidazo[2,1-f][1,2,4]triazin-7-yl)-N-(cis-4-hydroxycyclohexyl)-4-methylbenzenesulfonamide